methyl 2-[5-methyl-2-(3-thienyl)-1-piperidyl]-2-oxo-acetate CC1CCC(N(C1)C(C(=O)OC)=O)C1=CSC=C1